[OH-].C[N+](CCNC(C=C)=O)(C)C N,N,N-Trimethyl-2-[(1-oxo-2-propen-1-yl)amino]ethanaminium hydroxide